C1(CC1)C#CC=1N=CC(=NC1)CO [5-(cyclopropylethynyl)pyrazin-2-yl]methanol